ClC=1N=NC(=CC1C)C1=C(C=C(C=C1)C1CC1)OCOC 3-chloro-6-(4-cyclopropyl-2-(methoxymethoxy)phenyl)-4-methylpyridazine